C1(CCCCC1)(N)N (rac)-cyclohexanediamine